2-Trimethylsilylethyl N-[4-fluoro-1-methyl-6-(2-oxoethyl)-5,7-dihydrocyclopenta[c]pyridin-6-yl]carbamate FC=1C2=C(C(=NC1)C)CC(C2)(CC=O)NC(OCC[Si](C)(C)C)=O